CN(C1=C(C=CC=C1F)C=1C=CC=2N(C1)C=C(N2)NC(=O)[C@H]2[C@H](C2)F)C (1s,2s)-N-(6-(2-(dimethylamino)-3-fluorophenyl)imidazo[1,2-a]pyridin-2-yl)-2-fluorocyclopropanecarboxamide